4-(4-(5-(trifluoromethyl)-1,2,4-oxadiazol-3-yl)phenyl)morpholin-3-one FC(C1=NC(=NO1)C1=CC=C(C=C1)N1C(COCC1)=O)(F)F